N'-(1,2,3,5,6,7-hexahydro-s-indacen-4-ylcarbamoyl)-4-(2-hydroxypropan-2-yl)furan-2-sulfonimidamide C1CCC2=C(C=3CCCC3C=C12)NC(=O)N=S(=O)(N)C=1OC=C(C1)C(C)(C)O